ClC=1C(=C(CN2[C@@H](C[C@@](CC2)(C(=O)[O-])CC2=NC(=C(C(=C2)C)F)NC2=NNC(=C2)C)C)C=CC1)F.[K+] potassium (2R,4R)-1-(3-chloro-2-fluorobenzyl)-4-((5-fluoro-4-methyl-6-((5-methyl-1H-pyrazol-3-yl)amino) pyridin-2-yl)methyl)-2-methylpiperidine-4-carboxylate